(1S)-2-(4'-fluoro-3'-(trifluoromethyl)phenyl)oxirane FC1=C(C=C(C=C1)C1OC1)C(F)(F)F